[NH4+].C=CC1=CC=C(C=C1)S(=O)(=O)[O-] 4-styrenesulfonic acid ammonium salt